tert-butyl 2-(((trifluoromethyl)sulfonyl)oxy)acetate FC(S(=O)(=O)OCC(=O)OC(C)(C)C)(F)F